C(C)(C)NC(O[C@H]1C[C@H](CC1)C=1NN=C(C1)NC(=O)C=1N(N=C(C1)C1=C(C(=CC=C1)OCC1=CC=C(C=C1)OC)C1OCCO1)C1CC1)=O (1R,3S)-3-(5-{2-cyclopropyl-5-[2-(1,3-dioxolan-2-yl)-3-[(4-methoxyphenyl)methoxy]phenyl]pyrazole-3-amido}-2H-pyrazol-3-yl)cyclopentyl N-isopropylcarbamate